OC(CC(=O)[O-])C (L)-beta-hydroxybutyrate